C(C)O[C@@H]1CN(CC[C@@H]1O)C1=CC(N(C=2C=CC(=NC12)C#N)C)=O |r| (±)-cis-8-(3-Ethoxy-4-hydroxypiperidin-1-yl)-5-methyl-6-oxo-5,6-dihydro-1,5-naphthyridine-2-carbonitrile